C(C)(C)(C)OC(N[C@@H]1CC(C2=C(NC1=O)C=CC=C2)=O)=O (R)-(2,5-dioxo-2,3,4,5-tetrahydro-1H-benzo[b]azepin-3-yl)carbamic acid tert-butyl ester